NCCC=1C=NC(=NC1)C1=C(C=C(C#N)C=C1)OC=1N(N=C(C1)N1CC(C(C1)(F)F)(F)F)C 4-[5-(2-aminoethyl)pyrimidin-2-yl]-3-[2-methyl-5-(3,3,4,4-tetrafluoropyrrolidin-1-yl)pyrazol-3-yl]oxybenzonitrile